FC1=C(C=CC(=C1F)C1=CC(=C(C(=C1)F)F)F)C1(CCC(CC1)C1OCC(CC1)CCC)O 1-[2,3-difluoro-4-(3,4,5-trifluorophenyl)phenyl]-4-(5-propyl-tetrahydropyran-2-yl)cyclohexanol